Cl.N[C@H](CNC(=O)C=1NC2=CC=C(C=C2C1C1=CC=C(C=C1)C#N)F)COCCN (R)-N-(2-amino-3-(2-aminoethoxy)propyl)-3-(4-cyanophenyl)-5-fluoro-1H-indole-2-carboxamide hydrogen chloride salt